methyl 3-((2-azidoethyl) (2-(5-(((tert-butyldiphenylsilyl)oxy)methyl)-1,4-dioxan-2-yl)-2,2-difluoroethyl)amino)-5-(trifluoromethyl)benzofuran-2-carboxylate N(=[N+]=[N-])CCN(C1=C(OC2=C1C=C(C=C2)C(F)(F)F)C(=O)OC)CC(F)(F)C2OCC(OC2)CO[Si](C2=CC=CC=C2)(C2=CC=CC=C2)C(C)(C)C